BrC1=C(C=C(C=C1)C(F)(F)F)C[C@H](O)C1=CC(=CC(=C1)F)Br (S)-2-(2-bromo-5-(trifluoromethyl)phenyl)-1-(3-bromo-5-fluorophenyl)ethan-1-ol